C(C)C1CC=CC(O1)=O 6-Ethyl-5,6-dihydro-2H-pyran-2-one